Cl.FC1([C@@H]2CC[C@@H](C[C@@H]21)N)F |o1:3,6,8| rel-(1S,3S,6R)-7,7-difluoronorcaran-3-amine hydrochloride